2-(4-fluoro-2-methoxyphenyl)acetyl chloride FC1=CC(=C(C=C1)CC(=O)Cl)OC